C(=O)(OC(C)(C)C)N[C@H](CC1=CC(=C(C(=C1)F)F)F)C(=O)O BOC-D-3,4,5-trifluorophenylalanine